ethyl 2-(4-(4-(N,N-bis(4-methoxybenzyl)sulfamoyl)benzyl)-5-ethyl-3-(4-fluorophenyl)-1H-pyrazol-1-yl)thiazole-4-carboxylate COC1=CC=C(CN(S(=O)(=O)C2=CC=C(CC=3C(=NN(C3CC)C=3SC=C(N3)C(=O)OCC)C3=CC=C(C=C3)F)C=C2)CC2=CC=C(C=C2)OC)C=C1